3-cyclopropyl-9-isopropyl-8,9-dihydroisoxazolo[4'',3'':6',7']pyrido[3'',2'':4',5']cyclohepta[1',2':4,5]pyrrolo[2,3-d]pyrimidin-13-amine C1(CC1)C=1ON=C2C1C1=C(CC3=C2C2=C(N=CN=C2N)N3C(C)C)C=CC=N1